CSC(C(=O)N1C(CCCC1)C=1NC(=CN1)C1=CC=C(C=C1)C)C 2-(methylthio)-1-(2-(5-(p-tolyl)imidazol-2-yl)piperidin-1-yl)propan-1-one